N-(3-(1-((R)-3-methyl-10-oxo-1,2,3,4,7,8-hexahydropyrido[4',3':3,4]pyrazolo[1,5-a]pyrazin-9(10H)-yl)ethyl)phenyl)acetamide C[C@@H]1CC2=NN3C(C(N(CC3)C(C)C=3C=C(C=CC3)NC(C)=O)=O)=C2CN1